Tert-Butyl (2R)-2-(3-bromophenyl)pyrrolidine-1-carboxylate BrC=1C=C(C=CC1)[C@@H]1N(CCC1)C(=O)OC(C)(C)C